N-(2-(2-(4-((1,1-dioxidothiomorpholino)methyl)-1H-1,2,3-triazol-1-yl)ethoxy)ethyl)-methacrylamide O=S1(CCN(CC1)CC=1N=NN(C1)CCOCCNC(C(=C)C)=O)=O